[K+].C(C)OC(=O)C(C(=O)[O-])CC 2-ethoxycarbonyl-butanoic acid potassium salt